BrC1=C2C(=NC=C1)N=C(O2)CC2=C(C=C(C=C2)Cl)F 7-bromo-2-(4-chloro-2-fluorobenzyl)oxazolo[4,5-b]pyridine